12-Hydroxy-docosanoic acid OC(CCCCCCCCCCC(=O)O)CCCCCCCCCC